3-(3-(4-(1H-1,2,4-triazol-5-yl)phenyl)-3H-[1,2,3]triazolo[4,5-b]pyridin-6-yl)(4,4-difluoropiperidin-1-yl)methanone N1N=CN=C1C1=CC=C(C=C1)N1N=NC=2C1=NC=C(C2)C2CN(CCC2(F)F)C=O